ClC1=C(C(=O)OC)C=CC(=C1SC1CC1)S(=O)(=O)C methyl 2-chloro-3-(cyclopropylthio)-4-(methylsulfonyl)benzoate